6-bromo-8-ethoxy-2-(1-methyl-2-oxabicyclo[2.1.1]hex-4-yl)imidazo[1,2-a]pyrazine BrC=1N=C(C=2N(C1)C=C(N2)C21COC(C2)(C1)C)OCC